The molecule is a 1-O-alkyl-sn-glycerol that has octadecyl as the alkyl group. The S enantiomer of batilol. It is a batilol and a 1-O-alkyl-sn-glycerol. CCCCCCCCCCCCCCCCCCOC[C@H](CO)O